N-((CIS)-1-(5-methyl-1,3,4-thiadiazol-2-yl)-2-((((CIS)-4-phenylcyclohexyl)oxy)methyl)piperidin-3-yl)methanesulfonamide CC1=NN=C(S1)N1[C@H]([C@H](CCC1)NS(=O)(=O)C)CO[C@@H]1CC[C@@H](CC1)C1=CC=CC=C1